F[C@@H]1C[C@@H](N(C1)C(=O)C1(CCCCC1)C1=CC=C(C=C1)O)C(=O)NC1=CC=C2C(=N1)C=NN2C(=O)OC(C)(C)C tert-Butyl 5-{[(4R)-4-fluoro-1-{[1-(4-hydroxyphenyl)cyclohexyl]carbonyl}-D-prolyl]amino}-1H-pyrazolo[4,3-b]pyridine-1-carboxylate